C(C=C)(=O)NC1=CC=C(C(=O)NC=2C3=C(N(N2)C)C(N(C3)C(=O)NC(CN(C)C)C)(C)C)C=C1 3-(4-acrylamidobenzamido)-N-(1-(dimethylamino)propan-2-yl)-1,6,6-trimethyl-4,6-dihydropyrrolo[3,4-c]pyrazole-5(1H)-carboxamide